tert-butyl 2-[[4-[6-[(4-bromo-2-fluoro-phenyl)methoxy]-2-pyridyl]-2,5-difluoro-phenyl]methyl]-3-(2-methoxyethyl)benzimidazole-5-carboxylate BrC1=CC(=C(C=C1)COC1=CC=CC(=N1)C1=CC(=C(C=C1F)CC=1N(C2=C(N1)C=CC(=C2)C(=O)OC(C)(C)C)CCOC)F)F